C1CCC2=CC(=CC=C12)SC=1N=NC=CC1C(=O)NO 3-(2,3-Dihydro-1H-inden-5-ylsulfanyl)-N-hydroxypyridazine-4-carboxamide